ClC=1C(=NC=CC1N1N=CC(=C1C(F)(F)F)C(=O)NC=1C=NC(=C(C1)Cl)N1N=CC=N1)C 1-(3-chloro-2-methylpyridin-4-yl)-N-(5-chloro-6-(2H-1,2,3-triazol-2-yl)pyridin-3-yl)-5-(trifluoromethyl)-1H-pyrazole-4-carboxamide